ClNC1=C(C=CC=C1)N1CCCCC1 chloro-2-(piperidin-1-yl)aniline